FC(C=1C=CC=C2C(=NNC12)N)F 7-(Difluoromethyl)-1H-indazol-3-amine